Cl.CCC[C@H](N)C(=O)O 4-[methyl]-L-homoalanine hydrochloride